Calcium azid [N-]=[N+]=[N-].[Ca+2].[N-]=[N+]=[N-]